Cl.BrC1=CC=C(C=C2CNC2)C=C1 3-(4-bromobenzylidene)azetidine hydrochloride